FC1(CN[C@@H](COC1)CO)F (R)-(6,6-difluoro-1,4-oxazepan-3-yl)methanol